BrC1=CC=CC(=N1)NC(=O)[C@H]1N(C[C@@H](C1)F)C(CN1N=C(C2=CC(=CC=C12)C=1C=NC(=NC1)C)C(N)=S)=O (2S,4R)-N-(6-bromopyridin-2-yl)-1-(2-(3-carbamothioyl-5-(2-methylpyrimidin-5-yl)-1H-indazol-1-yl)acetyl)-4-fluoropyrrolidine-2-carboxamide